[Si](C)(C)(C(C)(C)C)OCC=1N=NC(=CC1NC1=CC(=NC=C1)NC(CCN1CCN(CC1)C)=O)C1=C(C=CC(=C1)Cl)F N-{4-[(3-{[(tert-butyldimethylsilyl)oxy]methyl}-6-(5-chloro-2-fluorophenyl)pyridazin-4-yl)amino]pyridin-2-yl}-3-(4-methylpiperazin-1-yl)propanamide